(2S,3S,4R,5R)-4-[[3-(3-chloro-4-fluoro-2-methoxy-phenyl)-5-methyl-5-(trifluoromethyl)tetrahydrofuran-2-carbonyl]amino]-N-methyl-pyridine-2-carboxamide ClC=1C(=C(C=CC1F)[C@H]1[C@H](O[C@](C1)(C(F)(F)F)C)C(=O)NC1=CC(=NC=C1)C(=O)NC)OC